SCC(CS)C 1,3-dimercapto-2-methylpropane